C(C1=CC=CC=C1)OC1=CC=C(C=C1)C[C@@H](C(=O)OC)NC(CC1CCN(CC1)C(CCC1=CC=C(C=C1)C)=O)=O Methyl (S)-3-(4-(benzyloxy)phenyl)-2-(2-(1-(3-(p-tolyl)propanoyl)piperidin-4-yl)acetamido)propanoate